(S)-N-(7'-bromospiro[cyclopropane-1,1'-isochroman]-4'-yl)-N-methyl-2-nitrobenzenesulfonamide BrC1=CC=C2[C@@H](COC3(C2=C1)CC3)N(S(=O)(=O)C3=C(C=CC=C3)[N+](=O)[O-])C